3-(5-(4-((1-(4-((1R,2R)-2-Cyclopentyl-6-hydroxy-1,2,3,4-tetrahydronaphthalen-1-yl)phenyl)piperidin-4-yl)methyl)piperazin-1-yl)-1-oxoisoindolin-2-yl)piperidine-2,6-dione C1(CCCC1)[C@@H]1[C@@H](C2=CC=C(C=C2CC1)O)C1=CC=C(C=C1)N1CCC(CC1)CN1CCN(CC1)C=1C=C2CN(C(C2=CC1)=O)C1C(NC(CC1)=O)=O